C[C@@]1(COCC[C@H]1O)O cis-3-methyltetrahydro-2H-pyran-3,4-diol